S(=O)(=O)(O)[O-].CN1C[N+](C=C1)(C)CCCCS(=O)(=O)O 1-methyl-3-(4-sulfobutyl)-3-methylimidazolium hydrogen sulfate